S1N=CN=C1C(=O)O 1,2,4-thiadiazole-5-carboxylic acid